S1C=NC2=C1C=CC(=C2)CNC(=O)[C@@H]2CN(CCC2)C=2C1=C(N=CN2)SC(=C1)C1=CC=C(C=C1)C(F)(F)F (S)-N-(benzo[d]thiazol-5-ylmethyl)-1-(6-(4-(trifluoromethyl)phenyl)thieno[2,3-d]pyrimidin-4-yl)piperidine-3-carboxamide